dibutyl-phosphate-cyclohexanone C1(CCCCC1)=O.C(CCC)OP(=O)(OCCCC)O